phenyl 2-(6-hydroxyhexyl)-3,4-dihydro-1,8-naphthyridine-1(2H)-carboxylate OCCCCCCC1N(C2=NC=CC=C2CC1)C(=O)OC1=CC=CC=C1